diethyl 2-cyclohexyl-3-cyclopentylsuccinate C1(CCCCC1)C(C(=O)OCC)C(C(=O)OCC)C1CCCC1